BrC=1C(=NC(=CC1O[C@@H]1[C@@H](CC1)NS(=O)C(C)(C)C)C)OC N-((1R,2S)-2-((3-Bromo-2-methoxy-6-methylpyridin-4-yl)oxy)cyclobutyl)-2-methylpropane-2-sulfinamide